CC(C)(C(C)(C)C)[O-] 2,3,3-trimethylbutan-2-olate